ClC1=NC(=NC(=C1)NC1=NNC(=C1)C)NC1C2CC3(CC(CC1C3)C2)O 4-[(4-chloro-6-[(5-methyl-1H-pyrazol-3-yl)amino]pyrimidin-2-yl)amino]adamantan-1-ol